3-((2'-(1H-tetrazol-5-yl)-[1,1'-biphenyl]-4-yl)methyl)-6-azido-2-butyl-1,3-diazaspiro[4.4]non-1-en-4-one N1N=NN=C1C1=C(C=CC=C1)C1=CC=C(C=C1)CN1C(=NC2(C1=O)C(CCC2)N=[N+]=[N-])CCCC